ClC1=CC(=C(S1)C1=CC=C(C(=N1)C)O[C@@H]1C[C@H](CCC1)C(=O)OC)CNS(=O)(=O)CCC1=CC=CC=C1 methyl (1S,3S)-3-((6-(5-chloro-3-(((2-phenylethyl)sulfonamido)methyl)thiophen-2-yl)-2-methylpyridin-3-yl)oxy)cyclohexane-1-carboxylate